4-Methylnonacosane CC(CCC)CCCCCCCCCCCCCCCCCCCCCCCCC